4-chloro-6-(imidazol-1-yl)-1-methyl-1,7-naphthyridin-2-one ClC1=CC(N(C2=CN=C(C=C12)N1C=NC=C1)C)=O